Imidazo[1,2-a]pyridine-7-carboxylic acid hydrazide N=1C=CN2C1C=C(C=C2)C(=O)NN